[(4R)-1-[[3-[[(4S)-chroman-4-yl]carbamoyl]-5-fluoro-phenyl]methyl]-4-ethyl-6-oxo-4-phenyl-hexahydropyrimidin-2-ylidene]ammonium O1CC[C@@H](C2=CC=CC=C12)NC(=O)C=1C=C(C=C(C1)F)CN1C(N[C@](CC1=O)(C1=CC=CC=C1)CC)=[NH2+]